CN(C)\C=C\1/C(CCC(C1)(C)C)=O (Z)-2-((dimethylamino)methylene)-4,4-dimethylcyclohexan-1-one